OC(=O)C(F)(F)F.C(CCC(=O)N)(=O)O succinamic acid TFA salt